(4-Oxo-3-(1-(2,2,3,3,3-pentafluoropropyl)-1H-pyrazol-4-yl)-2-(trifluoromethyl)-4H-pyrido[1,2-a]pyrimidin-8-yl)methyl methanesulfonate CS(=O)(=O)OCC1=CC=2N(C(C(=C(N2)C(F)(F)F)C=2C=NN(C2)CC(C(F)(F)F)(F)F)=O)C=C1